bromo-8'-methyl-2'H-spiro[cyclopentane-1,3'-imidazo[1,5-a]pyridine]-1',5'-dione BrN1C2(N3C(=C(C=CC3=O)C)C1=O)CCCC2